benzyl (2S)-2-(4-bromo-2-methoxyphenyl)-4-hydroxypiperidine-1-carboxylate BrC1=CC(=C(C=C1)[C@H]1N(CCC(C1)O)C(=O)OCC1=CC=CC=C1)OC